CC1=NC(=NC=C1)NCCCCC(=O)NCC(=O)NCCC(=O)O 3-(2-(5-((4-methylpyrimidin-2-yl)amino)pentanoylamino)acetylamino)propanoic acid